C12(C(=C(C=C3C4=CC=CC=C4C=C13)N)N)C=CC=C1C3=CC=CC=C3C=C12 spirobifluorenediamine